NC1=C(C=C(C(=C1)OC)Cl)C(CC)=O 1-(2-amino-5-chloro-4-methoxy-phenyl)propan-1-one